2-((1r,3r)-3-(5-(2-aminopropan-2-yl)-3-methylpyrazin-2-yl)cyclobutyl)-7-chloro-[1,2,4]triazolo[1,5-c]quinazolin-5-amine NC(C)(C)C=1N=C(C(=NC1)C1CC(C1)C1=NN2C(=NC=3C(=CC=CC3C2=N1)Cl)N)C